C(C)(C)(C)OC(=O)N1CCN(CC1)C1=NC=C(C=C1)C=1C=2N(C=C(C1)OCC(C)(C)O)N=CC2C#N 4-(5-(3-cyano-6-(2-hydroxy-2-methylpropyloxy)pyrazolo[1,5-a]pyridin-4-yl)pyridin-2-yl)piperazine-1-carboxylic acid tert-butyl ester